CNC1=CC(=NC=C1C=1SC(=NN1)N1CCC(CC1)C(=O)N1CCNCC1)C1=CC=C2N1N=CC(=C2)C#N 7-(4-(methylamino)-5-(5-(4-(piperazine-1-carbonyl)piperidin-1-yl)-1,3,4-thiadiazol-2-yl)pyridin-2-yl)pyrrolo[1,2-b]pyridazine-3-carbonitrile